N-(6-(2H-1,2,3-triazol-2-yl)-5-(trifluoromethyl)pyridin-3-yl)-3-cyano-2'-(dimethylamino)-[1,1'-biphenyl]-4-carboxamide N=1N(N=CC1)C1=C(C=C(C=N1)NC(=O)C1=C(C=C(C=C1)C1=C(C=CC=C1)N(C)C)C#N)C(F)(F)F